N-(trans-4-((5-cyanopyridin-2-yl)amino)cyclohexyl)-N-(4-(1-methyl-1H-pyrazol-4-yl)phenyl)-2-phenoxyacetamide C(#N)C=1C=CC(=NC1)N[C@@H]1CC[C@H](CC1)N(C(COC1=CC=CC=C1)=O)C1=CC=C(C=C1)C=1C=NN(C1)C